(2R,4R)-1-benzyloxycarbonyl-4-methoxy-pyrrolidine-2-carboxylic acid C(C1=CC=CC=C1)OC(=O)N1[C@H](C[C@H](C1)OC)C(=O)O